CC=1N=C(SC1C(=O)OCCC)C(=O)N1C[C@H](CC1)NC(C1=CC(=CC=C1)C1=NOC(=N1)C)=O Propyl (S)-4-methyl-2-(3-(3-(5-methyl-1,2,4-oxadiazol-3-yl)benzamido)pyrrolidine-1-carbonyl)thiazole-5-carboxylate